3-(1,2-difluoro-2-(3-nitrophenyl)propyl)-4-methyl-4H-1,2,4-triazole FC(C(C)(C1=CC(=CC=C1)[N+](=O)[O-])F)C1=NN=CN1C